3-bromo-6-fluoro-2-methylbenzoic acid BrC=1C(=C(C(=O)O)C(=CC1)F)C